N(CCC(=O)[O-])CCC(=O)[O-].[Na+].[Na+] disodium 3,3'-iminodipropionate